N-benzylsulfonyl-4-[4-[5-[2-(5-hydroxypyridin-3-yl)ethynyl]pyridine-3-carbonyl]Piperazine-1-yl]Benzamide C(C1=CC=CC=C1)S(=O)(=O)NC(C1=CC=C(C=C1)N1CCN(CC1)C(=O)C=1C=NC=C(C1)C#CC=1C=NC=C(C1)O)=O